(4S)-7,8-dichloro-6-(2,6-difluorophenyl)-4-methyl-N-(trideuteriomethyl)-4H-[1,2,4]triazolo[1,5-a][1,4]benzodiazepine-2-carboxamide ClC1=C(C=CC2=C1C(=N[C@H](C=1N2N=C(N1)C(=O)NC([2H])([2H])[2H])C)C1=C(C=CC=C1F)F)Cl